N-([1,1':3',1''-terphenyl]-5'-yl)dibenzo[b,d]furan-3-amine C1(=CC=CC=C1)C1=CC(=CC(=C1)NC=1C=CC2=C(OC3=C2C=CC=C3)C1)C1=CC=CC=C1